N-(3-cyano-1-isobutyl-1H-indol-5-yl)-6-oxo-1,6-dihydropyrimidine-4-carboxamide C(#N)C1=CN(C2=CC=C(C=C12)NC(=O)C=1N=CNC(C1)=O)CC(C)C